C(C)(C)(C)OC(=O)N1C(OC[C@@H]1CO)(C)C (4S)-4-(hydroxymethyl)-2,2-dimethyl-1,3-oxazolidine-3-carboxylic acid tert-butyl ester